C(CCCCCCCC(=O)NN)(=O)NN nonandioic acid dihydrazide